2-methyl-4-[4-(trifluoromethyl)phenyl]-2H,4H-pyrazolo[4,3-b]indole-7-carboxylic acid CN1N=C2C(N(C=3C=CC(=CC23)C(=O)O)C2=CC=C(C=C2)C(F)(F)F)=C1